C[N+]1(CCC2=CC3=C(C4=C2[C@@H]1CC5=C4C(=C(C=C5)OC)O)OCO3)C The molecule is a aporphine alkaloid that is the quaternary ammonium ion obtained by methylation of the tertiary amino group of bulbocapnine. It is an aporphine alkaloid and a quaternary ammonium ion. It derives from a bulbocapnine.